C(C)N1N=CC=C1C(=O)N[C@H](C(=O)OCC)C1CCC(CC1)C ethyl (2S)-2-[(2-ethylpyrazole-3-carbonyl)amino]-2-(4-methylcyclohexyl)acetate